{[2-(6,7-dimethoxyquinazolin-4-yl)-2-azaspiro[3.3]heptan-6-yl]methyl}(imino)methyl-λ6-sulfanone COC=1C=C2C(=NC=NC2=CC1OC)N1CC2(C1)CC(C2)C[SH2](=O)C=N